OC=1C=C(CNC(=O)C2=NC3=C(C(=CC=C3C=C2)C(=O)O)O)C=C(C1)O 2-(3,5-dihydroxybenzyl-carbamoyl)-8-hydroxyquinoline-7-carboxylic acid